BrC=1C(=C(C(=CC1)F)NC(=O)C1=CC(=NN1)C)F N-(3-bromo-2,6-difluorophenyl)-3-methyl-1H-pyrazole-5-carboxamide